tert-butyl 1-(hydroxymethyl)-3-azabicyclo[3.2.1]octane-3-carboxylate OCC12CN(CC(CC1)C2)C(=O)OC(C)(C)C